methyl 3,4-dimethylhexanoate CC(CC(=O)OC)C(CC)C